2-butyl-2-dodecylmalonic acid potassium sodium salt [Na+].[K+].C(CCC)C(C(=O)[O-])(C(=O)[O-])CCCCCCCCCCCC